methyl 2-(4-ethyl-3-iodo-phenyl)-2-methyl-propanoate C(C)C1=C(C=C(C=C1)C(C(=O)OC)(C)C)I